C(C)(C)(C)OC(=O)N1CCN(CC1)CCC12CC3CC(CC(C1)C3)C2 4-(2-((3r,5r,7r)-adamantan-1-yl)ethyl)piperazine-1-carboxylic acid tert-butyl ester